1-(1-(2'-(tert-Butoxycarbonyl)-2',3'-dihydro-1'H-spiro[cyclopropane-1,4'-isoquinolin]-7'-yl)ethyl)-1H-1,2,3-triazole-4-carboxylic acid C(C)(C)(C)OC(=O)N1CC2=CC(=CC=C2C2(C1)CC2)C(C)N2N=NC(=C2)C(=O)O